4-[N-(2,2-difluoroethyl)-2-fluoro-3-[2-[1-(trifluoromethyl)cyclopropyl]ethynyl]anilino]-5-fluoro-1H-quinazolin-2-one FC(CN(C1=C(C(=CC=C1)C#CC1(CC1)C(F)(F)F)F)C1=NC(NC2=CC=CC(=C12)F)=O)F